2-o-chlorophenylhydrazine ClC1=C(C=CC=C1)NN